2-(dimethylaminomethylethoxymethylsilyl)styrene CN(C)C[SiH](C1=C(C=C)C=CC=C1)COCC